(E)-N'-[3-[7-fluoro-2-(oxan-2-yl)indazole-4-carbonyl]quinolin-4-yl]-N,N-dimethylmethanimidamide FC1=CC=C(C2=CN(N=C12)C1OCCCC1)C(=O)C=1C=NC2=CC=CC=C2C1/N=C/N(C)C